CCCCCCCCCCCCCCCC(=O)N[C@@H](COP(=O)([O-])OCC[N+](C)(C)C)[C@@H]([C@@H](CCCCCCCCCCCCCC)O)O The molecule is a sphingomyelin 34:0 in which the N-acyl group and sphingoid base are specified as hexadecanoyl and phytosphingosine respectively. It is a sphingomyelin 34:0 and a N-acylphytosphingosine-1-phosphocholine. It derives from a hexadecanoic acid and a phytosphingosine.